CCCCC/C=C\\C/C=C\\C/C=C\\C/C=C\\C/C=C\\CCCCCCCCCCCCCCCCCCC(=O)[O-] The molecule is an octatriacontapentaenoate that is the conjugate base of (20Z,23Z,26Z,29Z,32Z)-octatriacontapentaenoic acid, obtained by deprotonation of the carboxy group; major species at pH 7.3. It is a conjugate base of a (20Z,23Z,26Z,29Z,32Z)-octatriacontapentaenoic acid.